C(C)N1C[C@@H](CCC1)NC=1OC=2C(=NC(=CC2)C2=C(C=C(C=C2C)C)O)N1 2-[2-[[(3R)-1-Ethyl-3-piperidyl]amino]oxazolo[4,5-b]pyridin-5-yl]-3,5-dimethyl-phenol